(2S)-acetic acid 1,3,3-trimethylbicyclo[2.2.1]hept-2-yl ester CC12[C@@H](C(C(CC1)C2)(C)C)OC(C)=O